(2-((5-Chloro-2-(4-chloro-1H-1,2,3-triazol-1-yl)phenyl)amino)-2-oxoethyl)phenylalanine tert.Butyl ester C(C)(C)(C)OC([C@@H](NCC(=O)NC1=C(C=CC(=C1)Cl)N1N=NC(=C1)Cl)CC1=CC=CC=C1)=O